[C@H]12N(C[C@H](NC1)C2)C2=NC=C(C=N2)C#N 2-[(1R,4R)-2,5-diazabicyclo[2.2.1]heptan-2-yl]pyrimidine-5-carbonitrile